coumaron O1C=CC2=CC=CC=C12